diisopropylaminopyrrolidine C(C)(C)N(C(C)C)N1CCCC1